6-chloro-2-oxo-2,3-dihydro-1H-indole-5-carboxylic acid ClC1=C(C=C2CC(NC2=C1)=O)C(=O)O